FC1=CC2=C(N(C=N2)C[C@@]2(C[C@]3(CN(C(O3)=O)C3=NC=C(N=C3)C(C)(C)O)CC[C@H]2F)C)C=C1C#N 5-Fluoro-1-(((5s,7s,8r)-8-fluoro-3-(5-(2-hydroxypropan-2-yl)pyrazin-2-yl)-7-methyl-2-oxo-1-oxa-3-azaspiro[4.5]decan-7-yl)methyl)-1H-benzo[d]imidazole-6-carbonitrile